C1(CC1)N1N=CC(=C1F)N(S(=O)(=O)NC(=O)NC1=C(SC(=C1)C)C(C)C)C1CN(CCC1)C 1-[(1-Cyclopropyl-5-fluoro-1H-pyrazol-4-yl)(1-methylpiperidin-3-yl)sulfamoyl]-3-[5-methyl-2-(propan-2-yl)thiophen-3-yl]urea